C(C1=CC=CC=C1)OC12CC3(CC(CC(C1)C3)C2)NCC(=O)N2C(CCC2)C#N 1-((3-(benzyloxy)adamantan-1-yl)glycyl)pyrrolidine-2-carbonitrile